4-((1R,5S)-3,8-diazabicyclo[3.2.1]octan-3-yl)-7-(7,8-difluoronaphthalen-1-yl)-6,8-difluoro-2-(((2R,7aS)-2-fluorotetrahydro-1H-pyrrolizin-7a(5H)-yl)methoxy)quinazoline [C@H]12CN(C[C@H](CC1)N2)C2=NC(=NC1=C(C(=C(C=C21)F)C2=CC=CC1=CC=C(C(=C21)F)F)F)OC[C@]21CCCN1C[C@@H](C2)F